BrC1=C(C=C(C=C1F)CC#N)F 2-(4-bromo-3,5-difluorophenyl)acetonitrile